(S)-4-(4-Fluorophenoxy)-N-(7-((3-hydroxyoxetan-3-yl)ethynyl)-5-methyl-4-oxo-2,3,4,5-tetrahydrobenzo[b][1,4]oxazepin-3-yl)picolinamid FC1=CC=C(OC2=CC(=NC=C2)C(=O)N[C@@H]2C(N(C3=C(OC2)C=CC(=C3)C#CC3(COC3)O)C)=O)C=C1